CC(C=CC=O)(C)C 4,4-DIMETHYLPENT-2-ENAL